r-(4-(2,4-dihydroxyphenyl)thiazol-2-yl)-4-(hydroxymethyl)cyclohexanecarboxamide OC1=C(C=CC(=C1)O)C=1N=C(SC1)C1(CCC(CC1)CO)C(=O)N